methyl 1-(1-(difluoromethyl) cyclobutyl)-4-hydroxy-6-oxo-1,6-dihydropyridine-3-carboxylate FC(C1(CCC1)N1C=C(C(=CC1=O)O)C(=O)OC)F